N-(2-Aminoethyl)-2-chloro-7-methyl-4-morpholinothieno[3,2-d]pyrimidine-6-carboxamide NCCNC(=O)C1=C(C=2N=C(N=C(C2S1)N1CCOCC1)Cl)C